CC1=C(C=C(C=2CCCC12)C(=O)O)OC[C@H](C)NS(=O)(=O)C(F)(F)F 7-methyl-6-[(2S)-2-(trifluoromethylsulfonylamino)propoxy]indane-4-carboxylic acid